1,1-Di-(tert-amylperoxy)cyclohexan C(C)(C)(CC)OOC1(CCCCC1)OOC(C)(C)CC